2-((1S,5S)-5-isopropyl-3-methylcyclopent-2-en-1-yl)-5-(2-methyloctan-2-yl)benzene-1,3-diol C(C)(C)[C@@H]1CC(=C[C@H]1C1=C(C=C(C=C1O)C(C)(CCCCCC)C)O)C